6-(benzylsulfanyl)-1-(4-bromo-2-methoxy-5-methylphenyl)quinolin-2(1H)-one C(C1=CC=CC=C1)SC=1C=C2C=CC(N(C2=CC1)C1=C(C=C(C(=C1)C)Br)OC)=O